7-(2,7-dimethylpyrazolo[1,5-a]pyridin-5-yl)-5-fluoro-3-(piperidin-4-yl)-1,2,4-benzotriazine CC1=NN2C(C=C(C=C2C)C2=CC3=C(N=C(N=N3)C3CCNCC3)C(=C2)F)=C1